(+)-6-(2,4-Dimethyl-phenyl)-2-pyridin-2-yl-5,6,7,8-tetrahydro-2H-phthalazin-1-one CC1=C(C=CC(=C1)C)C1CC=2C=NN(C(C2CC1)=O)C1=NC=CC=C1